cyclopentyl-N-(2-chlorophenyl)-2-((5-(4-methylpiperazin-1-yl)pyridin-2-yl)amino)-7H-pyrrolo[2,3-d]pyrimidine-6-carboxamide C1(CCCC1)C=1C2=C(N=C(N1)NC1=NC=C(C=C1)N1CCN(CC1)C)NC(=C2)C(=O)NC2=C(C=CC=C2)Cl